ClC1=NC(=C2C(=N1)N(N=C2CC)C2CCCCC2)NCC2=CC=C(C=C2)F 6-chloro-1-cyclohexyl-3-ethyl-N-[(4-fluorophenyl)methyl]pyrazolo[3,4-d]pyrimidin-4-amine